4-((Cyclopropylmethyl)amino)-6-methyl-1-phenyl-7-(trifluoromethoxy)quinazolin-2(1H)-one C1(CC1)CNC1=NC(N(C2=CC(=C(C=C12)C)OC(F)(F)F)C1=CC=CC=C1)=O